4-phenylpiperidin-4-yl ((S)-1-(((S)-1-(benzo[d]thiazol-2-yl)-5-guanidino-1-oxopentan-2-yl)amino)-3-cyclohexyl-1-oxopropan-2-yl)carbamate S1C(=NC2=C1C=CC=C2)C([C@H](CCCNC(=N)N)NC([C@H](CC2CCCCC2)NC(OC2(CCNCC2)C2=CC=CC=C2)=O)=O)=O